2-(4-methoxy-3-sulfamoyl-phenyl)-3-oxo-butyric acid methyl ester COC(C(C(C)=O)C1=CC(=C(C=C1)OC)S(N)(=O)=O)=O